1-(4'-bromo-[1,1'-biphenyl]-4-yl)ethanone BrC1=CC=C(C=C1)C1=CC=C(C=C1)C(C)=O